CCOC(=O)C1(CCC=CC1NC)C2=CC=CC=C2 The molecule is an amino acid ester that is the ethyl ester of cyclohex-3-ene-1-carboxylic acid in which the cyclohexane ring is substituted at positions 1 and 2 by phenyl and methylamino groups, respectively. It is a secondary amino compound, an ethyl ester and a beta-amino acid ester.